2-(4-((3-(2,6-bis(benzyloxy)pyridin-3-yl)-1-methyl-1H-indazol-6-yl)amino)phenyl)acetic acid C(C1=CC=CC=C1)OC1=NC(=CC=C1C1=NN(C2=CC(=CC=C12)NC1=CC=C(C=C1)CC(=O)O)C)OCC1=CC=CC=C1